COCCC1=C(NC(=C1C(=O)N)C1=CC(=CC=C1)SC)C1=CC=C(C=C1)C(F)(F)F (2-methoxyethyl)-5-(3-(methylthio)phenyl)-2-(4-(trifluoromethyl)phenyl)Azole-4-carboxamide